C(C1=CC=CC=C1)N1C=NC(=CC1=O)Br 3-benzyl-6-bromopyrimidin-4(3H)-one